CN1N=C2N(C3=CC=C(C=C3C2=C1)C(=O)O)C=1C=NC(=CC1)C(F)(F)F 2-methyl-8-[6-(trifluoromethyl)pyridin-3-yl]-2H,8H-pyrazolo[3,4-b]indole-5-carboxylic acid